CC(C)(C)C=1C=C(C(=O)OCCCCCCCCCCCCCCCC)C=C(C1O)C(C)(C)C cetyl 3,5-bis(1,1-dimethylethyl)-4-hydroxybenzoate